1-[(2R)-2-(3-chlorophenyl)-2-methoxy-propyl]-3-(3-methoxyphenyl)urea ClC=1C=C(C=CC1)[C@@](CNC(=O)NC1=CC(=CC=C1)OC)(C)OC